C(C)(C)(C)OC(NC12CC(C1)(C2)C2=NC(=NO2)COC2=CC=C(C=C2)Cl)=O (3-(3-((4-chlorophenoxy)methyl)-1,2,4-oxadiazol-5-yl)bicyclo[1.1.1]pentan-1-yl)carbamic acid tert-butyl ester